Cl.CNC(=O)C1=NC=C(C=C1)N1CCNCC1 N-methyl-5-(piperazin-1-yl)pyridinecarboxamide hydrochloride